COC(N[C@H](C(=O)NC=1C(N(C=CC1)CC=1NC2=CC=C(C=C2C1)F)=O)CC\C=C\C(N1CCCC1)=O)=O Methyl-(S,E)-(1-((1-((5-fluoro-1H-indol-2-yl)methyl)-2-oxo-1,2-dihydropyridin-3-yl)amino)-1,7-dioxo-7-(pyrrolidin-1-yl)hept-5-en-2-yl)carbamat